2-methylbenzofuro[2,3-b]-pyridine CC1=CC=C2C(=N1)OC1=C2C=CC=C1